2-(azetidin-1-ylmethyl)-3-methylbutanoic acid N1(CCC1)CC(C(=O)O)C(C)C